1,4,5-trimethyl-2,3-diaza-bicyclo[2.2.1]hept-5-ene-2,3-dicarboxylic acid diisopropyl ester C(C)(C)OC(=O)N1C2(C=C(C(N1C(=O)OC(C)C)(C2)C)C)C